3-phenyl-4-(p-tolyldiazenyl)-5-phenyl-2,3-dihydropyrrole C1(=CC=CC=C1)C1CNC(=C1N=NC1=CC=C(C=C1)C)C1=CC=CC=C1